3-Fluoro-5-[(3S)-2-[1-[6-(2-methylpyrazol-3-yl)pyrimidin-4-yl]piperidine-4-carbonyl]isoxazolidin-3-yl]benzonitrile FC=1C=C(C#N)C=C(C1)[C@H]1N(OCC1)C(=O)C1CCN(CC1)C1=NC=NC(=C1)C=1N(N=CC1)C